The molecule is a diacylglycerol 34:5 in which the acyl groups specified at positions 1 and 2 are (9Z)-tetradecenoyl and (5Z,8Z,11Z,14Z)-icosatetraenoyl respectively. It is a diacylglycerol 34:5 and a 1,2-diacyl-sn-glycerol. It derives from a myristoleic acid and an arachidonic acid. CCCCC/C=C\\C/C=C\\C/C=C\\C/C=C\\CCCC(=O)O[C@@H](CO)COC(=O)CCCCCCC/C=C\\CCCC